BrC1=CC(=C(CN2CC(N(C=3C=NC=4N=C(C=CC4C32)OC)CC(F)(F)F)=O)C(=C1)F)F 1-(4-bromo-2,6-difluorobenzyl)-8-methoxy-4-(2,2,2-trifluoroethyl)-1,4-dihydropyrazino[2,3-c][1,8]naphthyridine-3(2H)-one